CON(C(=O)[C@H]1N(C2=CC=CC=C2C1)C(=O)OC(C)(C)C)C tert-butyl (S)-2-(methoxy(methyl)carbamoyl)indoline-1-carboxylate